ClC=1C(=NC=CC1)[C@@H](C(C)C)NC(=O)C=1C=C2CN(C(C2=CC1)=O)C1C(NC(CC1)=O)=O N-((R)-1-(3-chloropyridin-2-yl)-2-methylpropyl)-2-(2,6-dioxopiperidin-3-yl)-1-oxoisoindoline-5-carboxamide